BrC1=CC=C(CNC2=C(C=C(C#N)C=C2)[N+](=O)[O-])C=C1 4-((4-bromobenzyl)amino)-3-nitrobenzonitrile